2-chloro-1-(3,3-difluoroazepan-1-yl)ethanone ClCC(=O)N1CC(CCCC1)(F)F